6-(3,6-dihydro-2H-thiopyran-4-yl)-2-methylquinolin-4-yl trifluoro-methanesulfonate FC(S(=O)(=O)OC1=CC(=NC2=CC=C(C=C12)C=1CCSCC1)C)(F)F